C1=CC=CC=2C3=CC=CC=C3C(C12)COC(=O)NC(C)C1=CC(=C(OCCCC(=O)O)C=C1[N+](=O)[O-])OC 4-[4-[1-(9-Fluorenylmethyloxycarbonylamino)ethyl]-2-methoxy-5-nitrophenoxy]butanoic acid